O=C([C@H](CCCCNC(OCC1C2=CC=CC=C2C=2C=CC=CC12)=O)NC(OCC1C2=CC=CC=C2C=2C=CC=CC12)=O)NCC#C (S)-bis((9H-fluoren-9-yl)methyl) (6-oxo-6-(prop-2-yn-1-ylamino)hexane-1,5-diyl)dicarbamate